erbium ytterbium phosphorus cerium antimony [Sb].[Ce].[P].[Yb].[Er]